2-(3-cyclopropyl-1H-pyrazol-1-yl)-N-(4,4-difluorocyclohexyl)-6-vinylpyrimidin-4-amine C1(CC1)C1=NN(C=C1)C1=NC(=CC(=N1)NC1CCC(CC1)(F)F)C=C